FC=1C(=C(N)C=CC1)C 3-fluoro-2-methylaniline